7-(1-methyl-1H-pyrazol-4-yl)-2-oxo-1,2-dihydroquinoline-3-carboxylic acid CN1N=CC(=C1)C1=CC=C2C=C(C(NC2=C1)=O)C(=O)O